(R)-3-amino-1-(2-((6-amino-9H-purin-9-yl)methyl)-4,6-dichloro-3-(methoxymethyl)phenyl)-N-cyclopropylpyrrolidine-3-carboxamide N[C@]1(CN(CC1)C1=C(C(=C(C=C1Cl)Cl)COC)CN1C2=NC=NC(=C2N=C1)N)C(=O)NC1CC1